tert-butyl 3-(3-chloro-4-(dimethylcarbamoyl)phenylamino)azetidine-1-carboxylate ClC=1C=C(C=CC1C(N(C)C)=O)NC1CN(C1)C(=O)OC(C)(C)C